2-(3,4-dimethoxyphenyl)-3-ethyl-N-(furan-2-ylmethyl)-1H-indole-5-carboxamide COC=1C=C(C=CC1OC)C=1NC2=CC=C(C=C2C1CC)C(=O)NCC=1OC=CC1